6-chloro-2,4-dimethylnicotinic acid ClC1=NC(=C(C(=O)O)C(=C1)C)C